3-hydroxy-3-(4-methoxyphenyl)-2-(((4-nitrophenyl)sulfonyl)oxy)propanoate OC(C(C(=O)[O-])OS(=O)(=O)C1=CC=C(C=C1)[N+](=O)[O-])C1=CC=C(C=C1)OC